4-(1-(1-(tert-Butoxycarbonyl)piperidin-4-yl)-1H-pyrazol-4-yl)-7-isopropyl-11-oxo-2,6,7,11-tetrahydro-1H-furo[2,3-H]pyrido[2,1-a]isoquinoline-10-carboxylic acid C(C)(C)(C)OC(=O)N1CCC(CC1)N1N=CC(=C1)C1=CC=2CC(N3C(C2C2=C1OCC2)=CC(C(=C3)C(=O)O)=O)C(C)C